4-chloro-6-fluoro-5-iodo-1-(tetrahydro-2H-pyran-2-yl)-1H-indazole ClC1=C2C=NN(C2=CC(=C1I)F)C1OCCCC1